(S)-9-amino-4-ethyl-4-hydroxy-8-methoxy-1,12-dihydro-14H-pyrano[3',4':6,7]indolizino[1,2-b]quinoline-3,14(4H)-dione NC1=CC=2C=C3C(=NC2C=C1OC)C1=CC2=C(C(N1C3)=O)COC([C@]2(O)CC)=O